3-methyl-5-(N-(4-(4-(dimethylcarbamoyl)piperazin-1-yl)phenyl)-N-phenethylsulfamoyl)benzofuran-2-carboxylic acid ethyl ester C(C)OC(=O)C=1OC2=C(C1C)C=C(C=C2)S(N(CCC2=CC=CC=C2)C2=CC=C(C=C2)N2CCN(CC2)C(N(C)C)=O)(=O)=O